methyldifluorosilicon C[Si](F)F